4-(7-(cyclopropynyl)-2-(1H-pyrrolo[2,3-b]pyridin-4-yl)thieno[3,2-d]pyrimidin-4-yl)-3-methylmorpholine C1(C#C1)C1=CSC2=C1N=C(N=C2N2C(COCC2)C)C2=C1C(=NC=C2)NC=C1